ethyl 3-((5-(3-(aminomethyl)phenyl)benzofuran-3-yl)methoxy)-4-(2-ethoxy-2-oxoethyl)benzoate NCC=1C=C(C=CC1)C=1C=CC2=C(C(=CO2)COC=2C=C(C(=O)OCC)C=CC2CC(=O)OCC)C1